C(=O)N1C(CCC1)=O N-Formyl-pyrrolidone